FCC1=C(C=CC=C1)S(=O)(=O)C1=C(C=CC=C1)CF 2-fluoromethylphenyl sulfone